ClC1=C(C(=O)NC2=CC3=CN(N=C3C=C2C(C)(C)O)C2CCC(CC2)CO)C=CC=C1 2-chloro-N-[2-[4-(Hydroxymethyl)cyclohexyl]-6-(1-hydroxy-1-methyl-ethyl)indazol-5-yl]benzamide